ClC=1C=C(C=CC1C(C)C)C=1C=C2CCC(C2=CC1)N1CCC(CC1)C(=O)OC methyl 1-(5-(3-chloro-4-isopropylphenyl)-2,3-dihydro-1H-inden-1-yl)piperidine-4-carboxylate